N1N=CC2=CC(=CC=C12)C#CC1=CC=C(OC2=C(N=NN2)C(=O)O)C=C1 5-(4-(2-(1H-indazol-5-yl)ethynyl)phenoxy)-1H-1,2,3-triazole-4-carboxylic acid